C(CCC)N([Si](O[Si](C)(C)C)(C)C)CCCC 1-di-n-butylamino-1,1,3,3,3-pentamethyl-disiloxane